Sodium (2S,5R)-2-(1,1-difluoroethyl)-7-oxo-1,6-diazabicyclo[3.2.1]octan-6-yl sulphate S(=O)(=O)(ON1[C@@H]2CC[C@H](N(C1=O)C2)C(C)(F)F)[O-].[Na+]